C(C)(C)(C)OC(=O)N1[C@@]2([C@@H]([C@@H](C[C@]1(CC2)C)OC=2N=NC(=CC2)Cl)F)C |r| rac-(1s,2s,3r,5r)-3-((6-chloropyridazin-3-yl)oxy)-2-fluoro-1,5-dimethyl-8-azabicyclo[3.2.1]octane-8-carboxylic acid tert-butyl ester